4-(3-Cyano-8-((2-((4-methoxybenzyl)oxy)-6-methylquinolin-5-yl)oxy)-2-(2-methyl-1,2,3,4-tetrahydroisoquinolin-5-yl)quinolin-4-yl)piperazine-1-carboxylic acid tert-butyl ester C(C)(C)(C)OC(=O)N1CCN(CC1)C1=C(C(=NC2=C(C=CC=C12)OC1=C2C=CC(=NC2=CC=C1C)OCC1=CC=C(C=C1)OC)C1=C2CCN(CC2=CC=C1)C)C#N